4-(4-(4-(2,6-dioxopiperidin-3-yl)phenyl)-[1,4'-bipiperidin]-1'-yl)-N-(2-((S)-1-(3-ethoxy-4-methoxyphenyl)-2-(methylsulfonyl)ethyl)-1,3-dioxoisoindolin-4-yl)butanamide O=C1NC(CCC1C1=CC=C(C=C1)C1CCN(CC1)C1CCN(CC1)CCCC(=O)NC1=C2C(N(C(C2=CC=C1)=O)[C@H](CS(=O)(=O)C)C1=CC(=C(C=C1)OC)OCC)=O)=O